2-(bromomethyl)-4,7,8-trichloroquinoline BrCC1=NC2=C(C(=CC=C2C(=C1)Cl)Cl)Cl